11-((((9H-fluoren-9-yl)methoxy)carbonyl)amino)undecanoic acid C1=CC=CC=2C3=CC=CC=C3C(C12)COC(=O)NCCCCCCCCCCC(=O)O